ClC1=CC=CC2=C1N=C(O2)S(=O)CC2=CC=C(C=C2)Cl 4-chloro-2-((4-chlorobenzyl)sulfinyl)benzo[d]oxazole